2,6-DIBROMO-4-NITROPHENYLISOCYANIDE BrC1=C(C(=CC(=C1)[N+](=O)[O-])Br)[N+]#[C-]